1-(4-((4-(1-(4-((1R,2S)-6-hydroxy-2-phenyl-1,2,3,4-tetrahydronaphthalen-1-yl)phenyl)piperidin-4-yl)piperazin-1-yl)methyl)phenyl)dihydropyrimidine-2,4(1H,3H)-dione OC=1C=C2CC[C@@H]([C@@H](C2=CC1)C1=CC=C(C=C1)N1CCC(CC1)N1CCN(CC1)CC1=CC=C(C=C1)N1C(NC(CC1)=O)=O)C1=CC=CC=C1